N-(2,2-dimethyl-6-morpholino-3H-benzofuran-5-yl)-5-methyl-1H-imidazole-2-carboxamide CC1(OC2=C(C1)C=C(C(=C2)N2CCOCC2)NC(=O)C=2NC(=CN2)C)C